Tert-butyl (3aR,6aS)-5-(2-chloro-5-fluoropyrimidin-4-yl)hexahydropyrrolo[3,4-c]pyrrole-2(1H)-carboxylate ClC1=NC=C(C(=N1)N1C[C@@H]2[C@H](C1)CN(C2)C(=O)OC(C)(C)C)F